NC1=NC=C(C=C1C=1C=NC=C(C1)F)C(=O)N[C@@H]1[C@H](CCC1)OCC1=CC=C(C=C1)C1=CC2=C(C(CCO2)N2CCN(CC2)CCO)C=C1 amino-5'-fluoro-N-{(1S,2S)-2-[(4-{4-[4-(2-hydroxyethyl)piperazin-1-yl]-3,4-dihydro-2H-1-benzopyran-7-yl}phenyl)methoxy]cyclopentyl}[3,3'-bipyridine]-5-carboxamide